OC1(COC1)CNC(C1=CC=C(C=C1)[C@@H]1CC2(CC(C2)C(F)(F)F)CCN1CC1=C2C=CNC2=C(C=C1OC)C)=O N-((3-hydroxyoxetan-3-yl)methyl)-4-((2R,4s,6S)-7-((5-methoxy-7-methyl-1H-indol-4-yl)methyl)-2-(trifluoromethyl)-7-azaspiro[3.5]nonan-6-yl)benzamide